6-bromo-7-fluorobenzo[b]thiophene 1,1-dioxide BrC=1C=CC2=C(S(C=C2)(=O)=O)C1F